CC1=CC=CC(=N1)C=1C(=C2N(N1)CCC2)C=2C=C1C=C(C=NC1=CC2)OCCCCNC(OCC2=CC=CC=C2)=O benzyl (4-((6-(2-(6-methylpyridin-2-yl)-5,6-dihydro-4H-pyrrolo[1,2-b]pyrazol-3-yl)quinolin-3-yl)oxy)butyl)carbamate